ClCC1=C(C=CC=C1)C1=C(C=CC(=C1)C)S(=O)(=O)N (2-(chloromethyl)phenyl)-4-methylbenzenesulfonamide